O=C1NC(CCC1C1=NN(C2=CC(=C(C=C12)F)C1CCN(CC1)C(=O)OC(C)(C)C)C)=O tert-butyl 4-(3-(2,6-dioxopiperidin-3-yl)-5-fluoro-1-methyl-1H-indazol-6-yl)piperidine-1-carboxylate